[Sn](Cl)(Cl)(Cl)Cl.[Cs] cesium tin chloride salt